(5Z)-5-[(dimethylamino)methylene]-3-[(3-methylphenyl)methyl]imidazolidine CN(C)\C=C/1\CN(CN1)CC1=CC(=CC=C1)C